2-(but-3-yn-1-yl)piperidine hydrochloride Cl.C(CC#C)C1NCCCC1